C(C=C)N1N=C(C=C1C1=NC2=C(N1)C=CC=C2)[N+](=O)[O-] 2-(2-allyl-5-nitro-pyrazol-3-yl)-1H-benzimidazole